(1s,4s)-4-(3-Chloroanilino)-2'-{[2-(3-chlorophenyl)ethoxy]methyl}spiro[cyclohexane-1,1'-indene]-4-carboxylic acid ClC=1C=C(NC2(CCC3(C(=CC4=CC=CC=C34)COCCC3=CC(=CC=C3)Cl)CC2)C(=O)O)C=CC1